methyl 2-chloro-4-((3-methylbenzofuran-7-yl)oxy)benzoate ClC1=C(C(=O)OC)C=CC(=C1)OC1=CC=CC=2C(=COC21)C